3-(trifluoromethoxy)propan-1-ol FC(OCCCO)(F)F